NC1=C2C(=NC=N1)N(N=C2C2=CC=C(C=C2)OC2=CC=CC=C2)C2CCC(CC2)C(=O)N2CC(C2)C2CCN(CC2)C=2C=C1CN(C(C1=CC2)=O)C2C(NC(CC2)=O)=O 3-(5-(4-(1-(4-(4-amino-3-(4-phenoxyphenyl)-1H-pyrazolo[3,4-d]pyrimidin-1-yl)cyclohexane-1-carbonyl)azetidin-3-yl)piperidin-1-yl)-1-oxoisoindolin-2-yl)piperidine-2,6-dione